propionic acid di-trifluoroacetate FC(C(=O)O)(F)F.FC(C(=O)O)(F)F.C(CC)(=O)O